CN1C(N(C2=C1C(=CC=C2)[N+](=O)[O-])C2C(NC(CC2)=O)=O)=O 3-(3-methyl-4-nitro-2-oxo-2,3-dihydro-1H-benzo[d]imidazol-1-yl)piperidine-2,6-dione